C1(=CC=CC=C1)NC1=CC=CC=C1.[B] boron diphenylamine